FC=1C=C(C=CC1)[C@]12C(OC[C@@H]2C1)=O (1S,5r)-1-(3-fluorophenyl)-3-oxabicyclo[3.1.0]hexane-2-one